N(=[N+]=[N-])CCOCCOCCC(NCCCC(N[C@H](C(N[C@H](C(NCCOCCOCCOCCOCCC(=O)OC(C)(C)C)=O)CCCCNC(CCOCCOCCN=[N+]=[N-])=O)=O)CCCCNC(CCOCCOCCN=[N+]=[N-])=O)=O)=O tert-butyl (16S,19S)-1-azido-16,19-bis(4-(3-(2-(2-azidoethoxy)ethoxy)propanamido)butyl)-9,14,17,20-tetraoxo-3,6,24,27,30,33-hexaoxa-10,15,18,21-tetraazahexatriacontan-36-oate